(7S)-5-(4-fluoro-3-methylphenyl)-7-methyl-3-(3-methylimidazo[1,2-a]pyridin-6-yl)-6,7-dihydropyrazolo[1,5-a]pyrazin-4(5H)-one FC1=C(C=C(C=C1)N1C(C=2N([C@H](C1)C)N=CC2C=2C=CC=1N(C2)C(=CN1)C)=O)C